2-(5-chloro-2-oxo-2,3-dihydro-1H-indol-1-yl)-N-(pyridin-4-ylmethyl)-N-(tetrahydrofuran-2-ylmethyl)acetamide ClC=1C=C2CC(N(C2=CC1)CC(=O)N(CC1OCCC1)CC1=CC=NC=C1)=O